tert-Butyl 7-[8-chloro-7-fluoro-3-(tetrahydropyran-3-ylcarbamoylamino)-6-isoquinolyl]-8-methyl-2,3-dihydropyrido[2,3-b][1,4]oxazine-1-carboxylate ClC=1C(=C(C=C2C=C(N=CC12)NC(NC1COCCC1)=O)C1=C(C2=C(OCCN2C(=O)OC(C)(C)C)N=C1)C)F